CC1=CC=C(C=C1)S(=O)(=O)NC(=O)NC1=CC(=CC=C1)OS(=O)(=O)C1=CC=CC=C1 N-(p-toluenesulfonyl)-N'-(3-phenylsulfonyloxyphenyl)urea